ClC1=C(C=CC(=C1)Cl)C(C)N1N=C(C2=CC=CC=C12)C(=O)O 1-[1-(2,4-dichlorophenyl)ethyl]-1H-indazole-3-carboxylic acid